2-(1,3-benzodioxol-5-yl)acetic acid O1COC2=C1C=CC(=C2)CC(=O)O